1-(5-{[4-(6-aminopyrimidin-4-yl)-1-methylpyrazol-3-yl]amino}-4-methylpyridin-2-yl)propan-1-one NC1=CC(=NC=N1)C=1C(=NN(C1)C)NC=1C(=CC(=NC1)C(CC)=O)C